F[B-](F)(F)F.C(C1=CC=CC=C1)N1N=CC=2C1=NC(=C(C2Br)[N+]#N)C 1-Benzyl-4-bromo-6-methyl-1H-pyrazolo[3,4-b]pyridine-5-diazonium tetrafluoroborate